ClC1=CC=C(CC=2NC(C3=C(N2)CCNC3)=O)C=C1 2-(4-chlorobenzyl)-5,6,7,8-tetrahydropyrido[4,3-d]pyrimidin-4(3H)-one